FC(C(=O)O)(F)F.NC[C@@H]1C[C@H](NC1)COC1(N2C(N(C(CC1)C2)OS(=O)(=O)O)=O)C(=O)N [(2S,4S)-4-Aminomethyl-pyrrolidin-2-yl]methyloxyl-7-oxo-6-(sulfooxy)-1,6-diazabicyclo[3.2.1]octane-2-carboxamide trifluoroacetate salt